N1(CCN(CCN(CCN(CC1)CC(=O)O)CC(=O)O)CC(=O)O)CC(=O)N 1,4,7,10-tetraazacyclododecane-1,4,7,10-tetraacetic acid mono-amide